COC(=O)C=1N=CN(C1)C1=CC(=NC=C1C)NC1=CC=C(C=C1)F 1-(2-((4-fluorophenyl)amino)-5-methylpyridin-4-yl)-1H-imidazole-4-carboxylic acid methyl ester